ClC=1C=C(C=C(C1)Cl)C=1CC(OC1)(C(=O)O)C 4-(3,5-dichlorophenyl)-2-methyl-3H-furan-2-carboxylic acid